3-(7-Fluoro-1H-indazol-4-yl)-N6-[2-fluoro-4-(methylsulfonyl)phenyl]-1-isopropyl-1H-pyrazolo[3,4-d]pyrimidin-4,6-diamin FC=1C=CC(=C2C=NNC12)C1=NN(C2=NC(=NC(=C21)N)NC2=C(C=C(C=C2)S(=O)(=O)C)F)C(C)C